ClC=1C=C(C(=O)N2CC=3C(=NN4C=NN(C(C43)=O)[C@@H](C)C4=CC=C(C=C4)OC(F)F)C[C@H]2C)C=CC1Cl (R)-9-(3,4-dichlorobenzoyl)-2-((S)-1-(4-(difluoromethoxy)phenyl)ethyl)-8-methyl-7,8,9,10-tetrahydropyrido[4',3':3,4]Pyrazolo[1,5-d][1,2,4]Triazin-1(2H)-one